CC1=NN(C=C1)CNC=O N-((3-methyl-1H-pyrazol-1-yl)methyl)carboxamide